C(C)OC1=NC=CC=C1C1=CC(=C2C(=N1)C=NN2[C@@H](CC)C)NCC2=NN(C=N2)C (R)-5-(2-ethoxy-3-pyridinyl)-1-[1-methylpropyl]-N-[(1-methyl-1,2,4-triazol-3-yl)methyl]pyrazolo[4,3-b]pyridin-7-amine